N-[5-[4-[[(2R)-1-ethylazetidin-2-yl]methoxy]-2-methyl-pyrazol-3-yl]pyrazolo[1,5-a]pyridin-2-yl]-2-methyl-cyclopropanecarboxamide C(C)N1[C@H](CC1)COC1=C(N(N=C1)C)C1=CC=2N(C=C1)N=C(C2)NC(=O)C2C(C2)C